(5-((4-amino-1H-pyrazol-1-yl)methyl)pyridin-2-yl)cyclobutan-1-ol 1-tert-butyl-2-methyl-(2R,4R)-4-methoxy-pyrrolidine-1,2-dicarboxylate C(C)(C)(C)C1[C@@](N(C[C@@H]1OC)C(=O)OC1(CCC1)C1=NC=C(C=C1)CN1N=CC(=C1)N)(C(=O)O)C